N,N-dicyclobutyl-3-(((4-((4-fluoro-2-methyl-1H-indol-5-yl)oxy)-6-methoxyquinazolin-7-yl)oxy)methyl)cyclobutylamine formate C(=O)O.C1(CCC1)N(C1CCC1)C1CC(C1)COC1=C(C=C2C(=NC=NC2=C1)OC=1C(=C2C=C(NC2=CC1)C)F)OC